butylene bisstearate C(CCCCCCCCCCCCCCCCC)(=O)OCCCCOC(CCCCCCCCCCCCCCCCC)=O